Cl.CN=C=NCCCN(C)C 1-methyl-3-(3-dimethylaminopropyl)carbodiimide hydrochloride